2-chloro-4-((1-cyclopropyl-3-(4,4-difluorocyclohexyl)-1H-pyrazol-4-yl)oxy)pyridine ClC1=NC=CC(=C1)OC=1C(=NN(C1)C1CC1)C1CCC(CC1)(F)F